C(C(C)C)NC=CCCCCCCCCCC N-isobutyl-dodecenamine